3-(5-(3-(1,1-dioxidothietan-3-yl)-7-(pyrrolidin-1-ylmethyl)-3H-imidazo[4,5-b]pyridin-5-yl)-1-oxoisoindolin-2-yl)piperidine-2,6-dione O=S1(CC(C1)N1C=NC=2C1=NC(=CC2CN2CCCC2)C=2C=C1CN(C(C1=CC2)=O)C2C(NC(CC2)=O)=O)=O